ClC1=CC2=C(N(C(N=C2N2[C@H](CN(CC2)C(C=C)=O)C)=O)C2=C(C=CC=C2C)C2CC2)N=C1C1=C(C=CC=C1O)F 6-chloro-1-(2-cyclopropyl-6-methylphenyl)-7-(2-fluoro-6-hydroxyphenyl)-4-((2S)-2-methyl-4-(2-propenoyl)-1-piperazinyl)pyrido[2,3-d]pyrimidin-2(1H)-one